2-chloro-6-(2,4-difluorophenoxy)-1,5-naphthyridine ClC1=NC2=CC=C(N=C2C=C1)OC1=C(C=C(C=C1)F)F